[(1s,3s)-3-((5-bromo-1-(4-methylbenzenesulfonyl)-1H-pyrrolo[2,3-b]pyridin-4-yl)amino)cyclobutyl]carbamate BrC=1C(=C2C(=NC1)N(C=C2)S(=O)(=O)C2=CC=C(C=C2)C)NC2CC(C2)NC([O-])=O